FC1=CC=C(C=C1)C=1N=CN(C1)C(C(=O)O)C 2-[4-(4-fluorophenyl)imidazol-1-yl]propionic acid